N1(N=CC2=C1CNC2)C2=CC=C(CN1C3=NC(=NC=C3NC1=O)C1=C(C(=CC=C1)F)C(C)C)C=C2 9-(4-(5,6-dihydropyrrolo[3,4-c]pyrazol-1(4H)-yl)benzyl)-2-(3-fluoro-2-isopropylphenyl)-7,9-dihydro-8H-purin-8-one